tert-butyl N-[6-hydroxy-6,15-bis(trifluoromethyl)-19-oxa-3,4,18-triazatricyclo[12.3.1.12,5]nonadeca-1(17),2,4,14(18),15-pentaen-17-yl]carbamate OC1(C2=NN=C(C3=C(C=C(C(CCCCCCC1)=N3)C(F)(F)F)NC(OC(C)(C)C)=O)O2)C(F)(F)F